(S)-N-((R)-1-(1-methoxyisoquinolin-4-yl)ethyl)-2-methylpropane-2-sulfinamide COC1=NC=C(C2=CC=CC=C12)[C@@H](C)N[S@@](=O)C(C)(C)C